N-[4-[[3-(2-fluoro-4-methoxy-phenyl)imidazo[1,2-a]pyrazin-8-yl]amino]-2-methyl-phenyl]acetamide Tert-butyl-(S)-2-(piperazin-1-carbonyl)pyrrolidin-1-carboxylate C(C)(C)(C)OC(=O)N1[C@@H](CCC1)C(=O)N1CCNCC1.FC1=C(C=CC(=C1)OC)C1=CN=C2N1C=CN=C2NC2=CC(=C(C=C2)NC(C)=O)C